di-2-propynyl crotonylphosphonate C(\C=C\C)(=O)P(OCC#C)(OCC#C)=O